FC1=CC=CC=2NC(=NC21)CNC=2C=1N(N=C(C2)N2CCN(CC2)C)C(=CN1)C1=CSC(=C1)C N-((4-fluoro-1H-benzo[d]imidazol-2-yl)methyl)-6-(4-methylpiperazin-1-yl)-3-(5-methylthiophen-3-yl)imidazo[1,2-b]pyridazin-8-amine